(2-hydroxyethoxy)-1,5-dimethyl-6-oxo-1,6-dihydropyridine-3-carboxamide OCCOC=1N(C(C(=CC1C(=O)N)C)=O)C